N-(4-((6-(1,1-difluoroethyl)-4-((1r,3r)-3-methoxycyclobutoxy)pyridin-2-yl)amino)-5-(1-methyl-1H-pyrazol-3-yl)pyridin-2-yl)acetamide FC(C)(F)C1=CC(=CC(=N1)NC1=CC(=NC=C1C1=NN(C=C1)C)NC(C)=O)OC1CC(C1)OC